tert-butyl 6-[[1-cyclopropyl-3-(trifluoromethyl) pyrazol-4-yl] methylene]-2-azaspiro[3.3]heptane-2-carboxylate C1(CC1)N1N=C(C(=C1)C=C1CC2(CN(C2)C(=O)OC(C)(C)C)C1)C(F)(F)F